1,1-bis(3-fluorophenyl)-2-(1H-Indol-3-yl)ethane-1-ol FC=1C=C(C=CC1)C(CC1=CNC2=CC=CC=C12)(O)C1=CC(=CC=C1)F